1,1-dioxido-2,3-dihydrothiophen-3-yl 4-(benzyloxy)benzenesulfonate C(C1=CC=CC=C1)OC1=CC=C(C=C1)S(=O)(=O)OC1CS(C=C1)(=O)=O